CSC1=CC=C(C=C1)C=1N=C2N(C(C1C#N)=O)CCS2 7-[4-(methylsulfanyl)phenyl]-5-oxo-2H,3H,5H-[1,3]thiazolo[3,2-a]pyrimidine-6-carbonitrile